3-(2-bromophenyl)acrylic acid BrC1=C(C=CC=C1)C=CC(=O)O